tert-butyl (3-oxo-5-vinylcyclohexyl)carbamate O=C1CC(CC(C1)C=C)NC(OC(C)(C)C)=O